CN1N=NC=2N=CNC(C21)=O 1-methyl-6H-triazolo[4,5-d]pyrimidin-7-one